COC1=CC=C(C=C1)S(=O)(=O)N1[C@@H](CCC1)C(=O)[O-].[Li+] lithium ((4-methoxyphenyl)sulfonyl)-L-prolinate